tert-butyl (1R,4R)-5-(2-bromo-4-fluoro-6-(2-(2-fluoro-6-methoxyphenyl)pyrimidine-4-carboxamido)phenyl)-2,5-diazabicyclo[2.2.1]heptane-2-carboxylate BrC1=C(C(=CC(=C1)F)NC(=O)C1=NC(=NC=C1)C1=C(C=CC=C1OC)F)N1[C@H]2CN([C@@H](C1)C2)C(=O)OC(C)(C)C